4-amino-7-fluoro-3-methyl-1,3-dihydrofuro[3,4-c]quinoline-8-carboxylic acid NC1=NC=2C=C(C(=CC2C2=C1C(OC2)C)C(=O)O)F